2-(chloromethyl)-5-[(1E)-2-(4-bromophenyl)vinyl]-1,3,4-oxadiazole ClCC=1OC(=NN1)\C=C\C1=CC=C(C=C1)Br